ClC1=C(C=CC=C1C1=NC(=C(C=C1)CNCC1NC(CC1)=O)OC)C1=CC(=CC=C1)NC(=O)C=1C(N(C(N(C1)C)=O)C)=O N-(2'-chloro-3'-(6-methoxy-5-((((5-oxopyrrolidin-2-yl)methyl)amino)methyl)pyridin-2-yl)-[1,1'-biphenyl]-3-yl)-1,3-dimethyl-2,4-dioxo-1,2,3,4-tetrahydropyrimidine-5-carboxamide